CC1(OCC[C@H](C1)O)C |r| rac-(R)-2,2-dimethyltetrahydro-2H-pyran-4-ol